1,4-dimercapto-1-butene SC=CCCS